NCCC[SiH](OCC)OCC 3-aminopropyldiethoxysilane